N1=CC=CC2=C(C=C3C=CC=NC3=C12)SCCCCCCCCO 8-((1,10-phenanthrolin-5-yl)thio)octan-1-ol